2-(3-nitro-1H-pyrazol-1-yl)benzonitrile [N+](=O)([O-])C1=NN(C=C1)C1=C(C#N)C=CC=C1